C(CCCCCCCCCCCCCC=CCCCCCCCC)O tetracos-15-en-ol